cyclobutan-1-carboxamide C1(CCC1)C(=O)N